methyl (R)-3-(benzyloxy)-2-hydroxypropanoate C(C1=CC=CC=C1)OC[C@H](C(=O)OC)O